OC1=C(C=C(C=C1)/C=C/CC1=C(C=CC=C1)O)OC (E)-3-(4-Hydroxy-3-methoxyphenyl)-1-(2-hydroxyphenyl)prop-2-en